COC1=C(/C=C/C2=NS(OC3=C2C=CC=C3)(=O)=O)C=CC=C1 (E)-4-(2-methoxystyryl)benzoxathiazine 2,2-dioxide